5-(((1R,2S)-2-aminocyclobutyl)carbamoyl)-3-methylpyridin N[C@@H]1[C@@H](CC1)NC(=O)C=1C=C(C=NC1)C